N-(2-fluorobenzyl)-2,4-dihydroxy-5-isopropylbenzamide FC1=C(CNC(C2=C(C=C(C(=C2)C(C)C)O)O)=O)C=CC=C1